6-(4-((1H-indazol-5-yl)amino)-6-(phenylamino)pyrimidin-2-yl)-N-isopropyl-1H-indole-2-carboxamide N1N=CC2=CC(=CC=C12)NC1=NC(=NC(=C1)NC1=CC=CC=C1)C1=CC=C2C=C(NC2=C1)C(=O)NC(C)C